N[C@H]([C@@H](O)C1=CC=CC=C1)CO (1S,2S)-2-amino-1-phenyl-propane-1,3-diol